C(C)(=O)OC1=NC=CC=N1 pyrimidyl acetate